(4-amino-7-fluoroimidazo[1,5-a]quinoxalin-8-yl)((2S,4aS,9aR)-2-(methyl-d3)-7-(trifluoromethyl)-2,3,9,9a-tetrahydroindeno[2,1-b][1,4]oxazin-4(4aH)-yl)methanone NC=1C=2N(C3=CC(=C(C=C3N1)F)C(=O)N1[C@@H]3[C@H](O[C@H](C1)C([2H])([2H])[2H])CC=1C=C(C=CC13)C(F)(F)F)C=NC2